1-phenylethyl-2-methyl-phenol C1(=CC=CC=C1)C(C)C=1C(=C(C=CC1)O)C